CC1(NN(C(=C1)C(=O)N)[C@H](C)C1=CC=C(C=C1)C(F)(F)F)C(=O)N 3-methyl-1-((R)-1-(4-(trifluoromethyl)phenyl)ethyl)-1H-pyrazole-3,5-dicarboxamide